OC(CN(CCCCCCCC(=O)OC(CCCCCCCC)CCCCCCCC)CCCCCC(OC(C)CCCCCCCCCCCC)=O)CCCCNC(=O)C1=CNC=C1 heptadecan-9-yl 8-((2-hydroxy-6-(1H-pyrrole-3-carboxamido)hexyl)(6-oxo-6-(tetradecan-2-yloxy)hexyl)Amino)octanoate